C1(=CC=CC=C1)NC(C1=CN=CC=C1)=O N-phenyl-nicotinamide